2-(2-(2-(2-bromoethoxy)ethoxy)ethoxy)ethoxy-2-nitroaniline BrCCOCCOCCOCCONC1=C(C=CC=C1)[N+](=O)[O-]